4-(5-(2-phenoxypyridin-3-yl)-2-(pyridin-4-yl)pyrazolo[1,5-a]pyrimidin-7-yl)morpholine O(C1=CC=CC=C1)C1=NC=CC=C1C1=NC=2N(C(=C1)N1CCOCC1)N=C(C2)C2=CC=NC=C2